C1(CC1)N1N=CC(=C1C)C(=O)NN=CC1=C(C=C(C=C1)Cl)F 1-cyclopropyl-5-methyl-N'-(1-(2-fluoro-4-chlorophenyl)methylene)-1H-pyrazole-4-carboxylic acid hydrazide